3-trifluoroacetamidopropyl 2-acetamido-3-O-acetyl-6-O-benzyl-2-deoxy-4-O-[2,6-di-O-acetyl-β-D-galactopyranosyl]-β-D-glucopyranoside C(C)(=O)N[C@H]1[C@H](OCCCNC(C(F)(F)F)=O)O[C@@H]([C@H]([C@@H]1OC(C)=O)O[C@H]1[C@H](OC(C)=O)[C@@H](O)[C@@H](O)[C@H](O1)COC(C)=O)COCC1=CC=CC=C1